ClC=1C=C(COC=2C=NC(=NC2)N2C[C@@H](CC2)O)C=CC1 (R)-1-(5-((3-chlorobenzyl)oxy)pyrimidin-2-yl)pyrrolidin-3-ol